ClC=1C=NC=C(C1[C@@H](C)OC=1C=C2C(=NNC2=CC1)C(=O)NC=1C=NN(C1)C[C@H](C)O)Cl 5-((R)-1-(3,5-Dichloropyridin-4-yl)ethoxy)-N-(1-((S)-2-Hydroxypropyl)-1H-Pyrazol-4-yl)-1H-Indazol-3-Carboxamid